O(C1=CC=CC=C1)C1=CC(=NC=2N1N=C(C2)C(=O)O)C2=CC=CC=C2 7-Phenoxy-5-phenylpyrazolo[1,5-a]pyrimidine-2-carboxylic acid